2-methoxy-5-acetamido-N,N-dihydroxyethyl-aniline COCCC1=C(N(O)O)C=C(C=C1)NC(C)=O